CC=1C=2N(C=C(N1)C)N=C(C2)NC(=O)N2CCC=1C2=NC=CC1N1CCN(CC1)C(=O)OC(C)(C)C tert-butyl 4-(1-((4,6-dimethylpyrazolo[1,5-a]pyrazin-2-yl)carbamoyl)-2,3-dihydro-1H-pyrrolo[2,3-b]pyridin-4-yl)piperazine-1-carboxylate